[(methylsulfonyl)oxy]palladium CS(=O)(=O)O[Pd]